2-(3-chloro-8-(3-methoxyazetidin-1-yl)isoquinolin-5-yl)propan-1-ol ClC=1N=CC2=C(C=CC(=C2C1)C(CO)C)N1CC(C1)OC